(2S)-1-(5-((3-fluorophenyl)ethynyl)-2,3-dihydro-1H-inden-1-yl)piperidine-2-carboxylic acid FC=1C=C(C=CC1)C#CC=1C=C2CCC(C2=CC1)N1[C@@H](CCCC1)C(=O)O